(2R,3S,5S)-5-(6-(allyldisulfanyl)-2-amino-9H-purin-9-yl)-2-(hydroxymethyl)tetrahydrofuran-3-ol C(C=C)SSC1=C2N=CN(C2=NC(=N1)N)[C@@H]1C[C@@H]([C@H](O1)CO)O